2-cyclopropyl-6-[6-fluoro-4-[[[(2R)-2-methylmorpholin-4-yl]methyl]-2-oxo-benzo[cd]indol-1-yl]-4-pyridinyl]-3-(4-methyl-1,2,4-triazol-3-yl)benzonitrile C1(CC1)C1=C(C#N)C(=CC=C1C1=NN=CN1C)C1(CC=NC(=C1)F)N1C(C2=C3C(C=CC=C13)=CC=C2CN2C[C@H](OCC2)C)=O